tert-butyl (3-((2-(N,N-bis(4-methoxybenzyl)sulfamoyl)-4-iodo-3-(2-(4-methoxybenzyl)-2H-tetrazol-5-yl)phenyl)thio)-2-((tert-butyldimethylsilyl)oxy)propyl)carbamate COC1=CC=C(CN(S(=O)(=O)C2=C(C=CC(=C2C=2N=NN(N2)CC2=CC=C(C=C2)OC)I)SCC(CNC(OC(C)(C)C)=O)O[Si](C)(C)C(C)(C)C)CC2=CC=C(C=C2)OC)C=C1